N-(2-Chloro-3-{(4S)-2-imino-4-methyl-1-[(2R*,4R*)-2-methyl-tetrahydropyran-4-yl]-6-oxo-hexahydropyrimidin-4-yl}phenyl)-pyridine-4-carboxamide hydrochloride Cl.ClC1=C(C=CC=C1[C@]1(NC(N(C(C1)=O)[C@H]1C[C@H](OCC1)C)=N)C)NC(=O)C1=CC=NC=C1 |o1:15,17|